racemic-5-((4-oxaspiro(2.4)heptan-6-yl)oxy)-1,3,4-thiadiazol-2-amine C1CC12OC[C@@H](C2)OC2=NN=C(S2)N |r|